N3-(4-(4-pyrrolidin-1-ylpiperidin-1-ylprop-1-enyl)phenyl)-1H-1,2,4-triazole-3,5-diamine N1(CCCC1)C1CCN(CC1)CC=CC1=CC=C(C=C1)NC1=NNC(=N1)N